C1C(CC2=CC=CC=C12)=O 1H-2-indenone